C(C1=CC=CC=C1)SC=1C=C(C=CC1OC)C1CC(N(C1)C)=O 4-(3-benzylsulfanyl-4-methoxy-phenyl)-1-methyl-pyrrolidin-2-one